tert-butyl 6-(4-chloro-3,7,7-trimethyl-5,6,7,8-tetrahydroquinolin-2-yl)-2,6-diazaspiro[3.4]octane-2-carboxylate ClC1=C(C(=NC=2CC(CCC12)(C)C)N1CC2(CN(C2)C(=O)OC(C)(C)C)CC1)C